3-(3,5-dimethylpiperazin-1-yl)propanamide CC1CN(CC(N1)C)CCC(=O)N